BrC1=CC(=CN(C1=O)C1CC1)C1(CC(C1)C)C(=O)NN 1-(5-bromo-1-cyclopropyl-6-oxo-1,6-dihydropyridin-3-yl)-3-methylcyclobutane-1-carboxylic acid hydrazide